5-(3,5-dimethyl-4-(4-methylpiperazin-1-yl)phenyl)-1H-pyrrolo[2,3-b]pyridine CC=1C=C(C=C(C1N1CCN(CC1)C)C)C=1C=C2C(=NC1)NC=C2